2-(3-chloro-1H-indol-1-yl)-2-methyl-N-(1-(pyrrolidin-1-ylmethyl)cyclopropyl)propanamide ClC1=CN(C2=CC=CC=C12)C(C(=O)NC1(CC1)CN1CCCC1)(C)C